NC1=C(C=C(C=N1)C=1C=C2N(N1)CC[C@]21CN(CC1)C(=O)NC(C)(C)C=1N=NN(C1)C)C(F)(F)F |r| (rac)-2'-[6-amino-5-(trifluoromethyl)pyridin-3-yl]-N-[2-(1-methyl-1H-1,2,3-triazol-4-yl)propan-2-yl]-5',6'-dihydrospiro[pyrrolidine-3,4'-pyrrolo[1,2-b]pyrazole]-1-carboxamide